2-[2-{N-hydroxyethyl-amino}ethoxy]-4,6-bis(trichloromethyl)s-triazine OCCNCCOC1=NC(=NC(=N1)C(Cl)(Cl)Cl)C(Cl)(Cl)Cl